(R)-6-(4-Fluorophenyl)-8-methoxy-N-(1-(2-(trifluoromethyl)pyrimidin-5-yl)ethyl)cinnolin-4-amin FC1=CC=C(C=C1)C=1C=C2C(=CN=NC2=C(C1)OC)N[C@H](C)C=1C=NC(=NC1)C(F)(F)F